FC=1C=C(C=CC1)N1N=CC(=C1)CNC(=O)C1=C(OC=2N=CN=C(C21)NC2(CC2)C)C N-{[1-(3-fluorophenyl)-1H-pyrazol-4-yl]methyl}-6-methyl-4-[(1-methylcyclopropyl)amino]furo[2,3-d]pyrimidine-5-carboxamide